OC1=C(C=CC=C1)C(C#C)O o-hydroxyphenylpropargyl alcohol